1,1,3,3-tetraethyl-urea hexafluorophosphate F[P-](F)(F)(F)(F)F.C(C)N(C(=O)N(CC)CC)CC